N-cyclopentyl-2-(2-methyl-2,6-diaza-spiro[3.4]octan-6-yl)-benzo[d]thiazole-6-carboxamide C1(CCCC1)NC(=O)C1=CC2=C(N=C(S2)N2CC3(CN(C3)C)CC2)C=C1